4-amino-N-[4-(3-methoxy-4-nitro-pyrazol-1-yl)butyl]benzenesulfonamide NC1=CC=C(C=C1)S(=O)(=O)NCCCCN1N=C(C(=C1)[N+](=O)[O-])OC